CC1=CC=CC(=N1)OC1=CC=C(C=C1)C1=C(NC2=C1N=CN=C2)C2=CC=C(C=C2)NC(C(=C)C)=O N-(4-(7-(4-((6-methylpyridin-2-yl)oxy)phenyl)-5H-pyrrolo[3,2-d]pyrimidin-6-yl)phenyl)methacrylamide